4-(3-((4-chloro-2-fluorobenzyl)oxy)-4-fluorophenyl)-1,2,3,6-tetrahydropyridine 2,2,2-trifluoroacetic acid salt FC(C(=O)O)(F)F.ClC1=CC(=C(COC=2C=C(C=CC2F)C=2CCNCC2)C=C1)F